2,2,3,3,4,4,5,6,6-nonafluorotetrahydro-5-(trifluoromethyl)-2H-pyran FC1(OC(C(C(C1(F)F)(F)F)(C(F)(F)F)F)(F)F)F